3-bromo-2-methyl-2H-pyrazolo[4,3-c]pyridine BrC=1N(N=C2C1C=NC=C2)C